2,6-Bis(2-ethylanilinomethyl)pyridine C(C)C1=C(NCC2=NC(=CC=C2)CNC2=C(C=CC=C2)CC)C=CC=C1